COC1=C(C(=NC=C1)C(=O)O)OC(C(C)C)=O 4-methoxy-3-(isobutyroyloxy)picolinic acid